ethyl-6-fluoro-2-methoxybenzoate C(C)OC(C1=C(C=CC=C1F)OC)=O